3-methylpyrrolidine-2-carbaldehyde CC1C(NCC1)C=O